N-(2-(1-(4-(2,4-dioxotetrahydropyrimidin-1(2H)-yl)-3-fluorobenzyl)piperidin-4-yl)-6-methoxy-2H-indazol-5-yl)-6-(trifluoromethyl)nicotinamide O=C1N(CCC(N1)=O)C1=C(C=C(CN2CCC(CC2)N2N=C3C=C(C(=CC3=C2)NC(C2=CN=C(C=C2)C(F)(F)F)=O)OC)C=C1)F